6-(2-amino-5-(4-(1-(2,2-difluoroethyl)piperidin-4-yl)phenyl)-6-fluoropyridin-3-yl)-3,4-dihydroisoquinolin-1(2H)-one NC1=NC(=C(C=C1C=1C=C2CCNC(C2=CC1)=O)C1=CC=C(C=C1)C1CCN(CC1)CC(F)F)F